4-[[(2R,3S,4R,5R)-5-[6-amino-8-[(3,4-dichlorophenyl)methylamino]purin-9-yl]-3,4-dihydroxyoxolan-2-yl]methoxymethyl]benzonitrile NC1=C2N=C(N(C2=NC=N1)[C@H]1[C@@H]([C@@H]([C@H](O1)COCC1=CC=C(C#N)C=C1)O)O)NCC1=CC(=C(C=C1)Cl)Cl